2-(3-fluoro-5-(1-hydroxyethyl)phenyl)-4-(trifluoromethyl)isoindolin-1-one FC=1C=C(C=C(C1)C(C)O)N1C(C2=CC=CC(=C2C1)C(F)(F)F)=O